OCCCN1CC(=NC=C1)C(C)C 4-(3-hydroxypropyl)-2-isopropylpyrazine